C(C)(=O)O[C@@H]1CC2=CC[C@H]3[C@@H]4CC=C([C@@]4(C)CC[C@@H]3[C@]2(CC1)C)C=1C=NC=CC1 (3β)-17-(3-pyridyl)androsta-5,16-dien-3-yl acetate